CC1=C(C(CCC1)(C)C)C=CC(C)O 4-(2,6,6-trimethyl-1-cyclohexen-1-yl)-3-buten-2-ol